C(#N)C1(CC1)NC([C@H](CC=1OC2=C(N1)C=CC(=C2)C=2C=NC(=CC2)C)NC(=O)C2=CC(=NN2C2CC2)C2(CC2)C)=O (S)-N-(1-((1-cyanocyclopropyl)amino)-3-(6-(6-methylpyridin-3-yl)benzo[d]oxazol-2-yl)-1-oxopropan-2-yl)-1-cyclopropyl-3-(1-methylcyclopropyl)-1H-pyrazole-5-carboxamide